NCC=1C(=NC=CN1)N(S(=O)(=O)C)C([2H])([2H])[2H] N-(3-(aminomethyl)pyrazin-2-yl)-N-(methyl-d3)methanesulfonamide